CC1COC(CCCCC(CC=C1)C)=O 3,7-dimethyl-12-oxo-1-oxacyclododec-4-en